(S)-1-cyano-N-(5-(3,5-dimethylisoxazol-4-yl)thiazol-2-yl)pyrrolidine-3-carboxamide C(#N)N1C[C@H](CC1)C(=O)NC=1SC(=CN1)C=1C(=NOC1C)C